rhodium carbon (3-fluorophenyl)(1H-imidazol-4-yl)methylamine FC=1C=C(C=CC1)NCC=1N=CNC1.[C].[Rh]